COC(=O)C1=NN(N=C1C1=CC(=C(C=C1)Br)Cl)COCC[Si](C)(C)C 5-(4-bromo-3-chlorophenyl)-2-((2-(trimethylsilyl)ethoxy)methyl)-2H-1,2,3-triazole-4-carboxylic acid methyl ester